FC(S(=O)(=O)OC1=C(C=C2C(=NC=NC2=C1)NC1=C(C(=C(C=C1)Cl)Cl)F)OC1CC(C1)NC(=O)OC(C)(C)C)(F)F 6-((1s,3s)-3-((tert-butoxycarbonyl)amino)cyclobutoxy)-4-((3,4-dichloro-2-fluorophenyl)amino)quinazolin-7-yl trifluoromethanesulfonate